3-[(4,4-difluoro-1-piperidinyl)sulfonyl]benzoic acid FC1(CCN(CC1)S(=O)(=O)C=1C=C(C(=O)O)C=CC1)F